BrC=1C=C(CNC2=C3N=CN(C3=NC(=N2)C#CCC)[C@@H]2SC[C@H]([C@H]2O)O)C=CC1 (2R,3R,4S)-2-(6-((3-Bromobenzyl)amino)-2-(but-1-yn-1-yl)-9H-purin-9-yl)tetrahydrothiophene-3,4-diol